F[C@H](CNC1=NC=C(C(=N1)NC1CCC(CC1)O)C1=NC=CC(=C1)F)CC (1S,4r)-4-((2-(((S)-2-fluorobutyl)amino)-5-(4-fluoropyridin-2-yl)pyrimidin-4-yl)amino)cyclohexan-1-ol